C(C)(C)(C)OC(=O)N1C(CNCC1C1=NC=CC=C1OCC1=C(C=C(C=C1)C#N)F)CO 6-((4-cyano-2-fluorobenzyloxy)pyridin-2-yl)-2-(hydroxymethyl)piperazine-1-carboxylic acid tert-butyl ester